EthylOrthoSilicate C(C)O[Si]([O-])([O-])[O-]